N,N-dimethyl-morpholinourea Hexafluorophosphate F[P-](F)(F)(F)(F)F.CN(C(=O)NN1CCOCC1)C